N1=C(C=CC=C1)N1[C@@H](C2=C(CC1)NC=N2)C2=NN1C(C(=CC=C1)C(F)(F)F)=C2 (S)-5-(pyridin-2-yl)-4-(4-(trifluoromethyl)pyrazolo[1,5-a]pyridin-2-yl)-4,5,6,7-tetrahydro-1H-imidazo[4,5-c]pyridine